C(C1=CC=CC=C1)N[C@@H](C1=CC=CC=C1)C (R)-(-)-N-benzyl-α-methylbenzylamine